CC1=NN=C2N1C1=CC(=CC=C1C(=N2)NC2=CC=CC=C2)C=C methyl-N-phenyl-8-vinyl-[1,2,4]triazolo[4,3-a]quinazolin-5-amine